4-(1-fluoro-5-(4-trifluoromethylphenyl)pent-1-en-4-yn-1-yl)-1,1'-biphenyl FC(=CCC#CC1=CC=C(C=C1)C(F)(F)F)C1=CC=C(C=C1)C1=CC=CC=C1